methyl N-[5-[6-[(4-fluoro-3-methoxy-phenyl)-(methoxymethyl)carbamoyl]imidazo[1,2-a]pyrazin-3-yl]-2-pyridyl]carbamate FC1=C(C=C(C=C1)N(C(=O)C=1N=CC=2N(C1)C(=CN2)C=2C=CC(=NC2)NC(OC)=O)COC)OC